FC1=C2C(=NC=NC2=CC=C1N1C[C@H](NCC1)C)NC1=CC(=C(C=C1)CC1=CC2=C(N(C=N2)C)C=C1)C 5-fluoro-N-{3-methyl-4-[(1-methyl-1,3-benzodiazol-5-yl)methyl]phenyl}-6-[(3R)-3-methylpiperazin-1-yl]quinazolin-4-amine